N(=C=O)CCC[Si](OCC)(OCC)C γ-isocyanatopropyl-methyldiethoxysilane